ClC=1C=C2C(C(N(C2=CC1)C1=CC=CC=C1)C)(C)C 5-chloro-1-phenyl-3,3-dimethyl-2-methylindoline